3-[(20-amino-3,6,9,12,15,18-hexaoxaeicosan-1-yl)oxy]-N-(prop-2-ynyl)propionamide NCCOCCOCCOCCOCCOCCOCCOCCC(=O)NCC#C